FC1(CCN(CC1)C1=NC(=CC=2N1C=CN2)NC(C2=C(C=C(C=C2)S(=O)(=O)C)N2CCC1(CC1)CC2)=O)F N-(5-(4,4-difluoropiperidin-1-yl)imidazo[1,2-c]pyrimidin-7-yl)-4-(methylsulfonyl)-2-(6-azaspiro[2.5]octan-6-yl)benzamide